N1N=NC2=NC(=CC=C21)C=2C=C(C(=O)NC1=C(C=CC(=C1)OC(F)(F)F)OC)C=CC2 3-(1H-[1,2,3]Triazolo[4,5-b]pyridin-5-yl)-N-(2-methoxy-5-(trifluoromethoxy)phenyl)benzamide